(7S)-4-[5-(5-fluoro-2-methoxypyridin-4-yl)-1H-pyrazole-3-carbonyl]-N-{5-methoxy-4H,5H,6H,7H-pyrazolo[1,5-a]pyridin-3-yl}-4-azaspiro[2.5]octane-7-carboxamide FC=1C(=CC(=NC1)OC)C1=CC(=NN1)C(=O)N1C2(CC2)C[C@H](CC1)C(=O)NC=1C=NN2C1CC(CC2)OC